N-benzyl-1-((1r,3r)-3-methoxycyclobutyl)methylamine C(C1=CC=CC=C1)NCC1CC(C1)OC